C(CCCCCCCC)=O α-nonanone